4-(4-((2-((2,6-dioxopiperidin-3-yl)amino)benzyl)(methyl)amino)piperidin-1-yl)-N-(4-methyl-3-((4-(pyridin-3-yl)pyrimidin-2-yl)amino)phenyl)benzamide O=C1NC(CCC1NC1=C(CN(C2CCN(CC2)C2=CC=C(C(=O)NC3=CC(=C(C=C3)C)NC3=NC=CC(=N3)C=3C=NC=CC3)C=C2)C)C=CC=C1)=O